ethyl-1-pentene C(C)C=CCCC